(5S,8S)-5-fluoro-8-(2-hydroxyethoxy)-N-(2,3,4-trifluorobenzyl)-5,6,7,8-tetrahydroquinoline-5-carboxamide F[C@@]1(C=2C=CC=NC2[C@H](CC1)OCCO)C(=O)NCC1=C(C(=C(C=C1)F)F)F